Ethanolamine C(O)CN